Copper indium sulfoselenide S(=O)(=O)(O)[Se]S(=O)(=O)O.[In].[Cu]